tetrabutylammonium tris-(3-fluorophenyl)hexylborate FC=1C=C(C=CC1)C(CCCCCOB([O-])[O-])(C1=CC(=CC=C1)F)C1=CC(=CC=C1)F.C(CCC)[N+](CCCC)(CCCC)CCCC.C(CCC)[N+](CCCC)(CCCC)CCCC